COC(=O)C1CN(C(C1C)=O)CC1=CC(=C(C=C1)OC)OC 1-(3,4-Dimethoxybenzyl)-4-methyl-5-oxopyrrolidine-3-carboxylic acid methyl ester